ClC1=C2N=C(N(C2=NC(=N1)Cl)CC1OCCC1)C dichloro-8-methyl-9-((tetrahydrofuran-2-yl)methyl)-9H-purine